8-Chloro-5-methyl-6-oxo-5,6-dihydro-1,5-naphthyridine-2-carbonitrile ClC1=CC(N(C=2C=CC(=NC12)C#N)C)=O